Pentane-1,3-diyldimethanol C(CC(CC)CO)CO